ClC=1C=CC(=C(C1)CC(=O)NC1=CC(=NC=C1)C(=O)N[C@@H]1[C@@H](CCCC1)CO)O 4-[[2-(5-Chloro-2-hydroxy-phenyl)acetyl]amino]-N-[(1s,2r)-2-(hydroxymethyl)cyclohexyl]pyridine-2-carboxamide